2-methylthieno[3,2-b]pyridine 4-oxide CC1=CC2=[N+](C=CC=C2S1)[O-]